N-methyl-N2-{2-[3-(trifluoromethoxy)phenyl][1,2,4]triazolo[1,5-c]quinazolin-5-yl}-D-norvalinamide CNC([C@H](NC1=NC=2C=CC=CC2C=2N1N=C(N2)C2=CC(=CC=C2)OC(F)(F)F)CCC)=O